N-[(E)-(1-Hydroxy-3H-2,1-benzoxaborol-5-yl)methylenamino]-N-isobutyl-5-methyl-1,1-dioxo-1,2-benzothiazol-3-amin OB1OCC2=C1C=CC(=C2)\C=N\N(C2=NS(C1=C2C=C(C=C1)C)(=O)=O)CC(C)C